OC(C)(C)C1=CN=C(S1)[S@](=O)(N)=NC(NC1=C2CCCC2=CC=2OCCC21)=O (S)-5-(2-hydroxy-propan-2-yl)-N'-((3,5,6,7-tetrahydro-2H-indeno[5,6-b]furan-4-yl)carbamoyl)-thiazole-2-sulfonimidamide